FC=1C=C(C2=C(CNS(O2)(=O)=O)C1)C1=CC=C(C=C1)C(=O)N1CCOCC1 (4-(6-fluoro-2,2-dioxo-3,4-dihydrobenzo[e][1,2,3]oxathiazin-8-yl)phenyl)(morpholinyl)methanone